FC1CN(C1)CC1=CC=C(N=N1)N 6-[(3-fluoroazetidin-1-yl)methyl]pyridazin-3-amine